(2S,4R)-di-tert-butyl 4-hydroxypyrrolidine-1,2-dicarboxylate O[C@@H]1C[C@H](N(C1)C(=O)OC(C)(C)C)C(=O)OC(C)(C)C